Decyl 2-({[4-(Dimethylamino)butanoyl]oxy}methyl)-3-[(3-pentyloctanoyl)oxy]-2-{[(3-pentyloctanoyl)oxy]methyl}propyl hexanedioate C(CCCCC(=O)OCC(COC(CC(CCCCC)CCCCC)=O)(COC(CC(CCCCC)CCCCC)=O)COC(CCCN(C)C)=O)(=O)OCCCCCCCCCC